COC(=O)C=1C=CC2=C(SC=C2OC2=CC=C(C=C2)OCC2=CC=CC=C2)C1 3-(4-(benzyloxy)phenoxy)benzo[b]Thiophene-6-carboxylic acid methyl ester